1-(3-(2-(5-methyl-1H-indazol-4-yl)quinazolin-6-yl)azetidin-1-yl)prop-2-en-1-one CC=1C(=C2C=NNC2=CC1)C1=NC2=CC=C(C=C2C=N1)C1CN(C1)C(C=C)=O